C(CC)(=O)NC1CC(CCC1)C(=O)N 3-propionamidocyclohexane-1-carboxamide